C(C)(=O)C=1C(=CC2=C(OC(O2)([2H])[2H])C1)NC(C)=O N-(6-acetylbenzo[d][1,3]dioxol-5-yl-2,2-d2)acetamide